(2-cyclohexylsulfonylphenyl)-[4-(6-fluoro-1,3-benzothiazol-2-yl)piperazin-1-yl]methanone C1(CCCCC1)S(=O)(=O)C1=C(C=CC=C1)C(=O)N1CCN(CC1)C=1SC2=C(N1)C=CC(=C2)F